ClC=1C=C(C=C2C(=C(C=NC12)C#N)NCC(C)(C)C)N[C@]([2H])(C=1N=NNC1)C=1C=NC(=CC1)F (S)-8-chloro-6-(((6-fluoropyridin-3-yl)(1H-1,2,3-triazol-4-yl)methyl-d)amino)-4-(neopentylamino)quinoline-3-carbonitrile